[O-]CCCC.[Ca+2].[Na+].[O-]CCCC.[O-]CCCC sodium-calcium butoxide